3-amino-4-(7-chloro-1H-indazol-4-yl)-2-oxo-1H-benzo[h]quinoline-6-carbonitrile NC=1C(NC2=C3C(=C(C=C2C1C1=C2C=NNC2=C(C=C1)Cl)C#N)C=CC=C3)=O